C(C1=CC=CC=C1)OC(=O)N1[C@H](C[C@@H](C1)O[Si](C)(C)C(C)(C)C)C=1N=C2N(C=C(C=C2Br)C2CC2)C1.C12=CC(=CC=C1)S2(=O)=O 1,3-phenylensulfon benzyl-(2R,4S)-2-(8-bromo-6-cyclopropylimidazo[1,2-a]pyridin-2-yl)-4-((tert-butyldimethylsilyl)oxy)pyrrolidine-1-carboxylate